(R)-4-ethoxy-2-(3-(methylamino)pyrrolidin-1-yl)-N-(2-methylimidazo[1,2-a]pyridin-6-yl)pyrimidine-5-carboxamide formate salt C(=O)O.C(C)OC1=NC(=NC=C1C(=O)NC=1C=CC=2N(C1)C=C(N2)C)N2C[C@@H](CC2)NC